C(C)(C)(C)OC(=O)N1C[C@@H](CCC1)C=1NC(=C(N1)C1=CC=C(C(=O)O)C=C1)C(=O)OCC (R)-4-(2-(1-(tert-butoxycarbonyl)piperidin-3-yl)-5-(ethoxy-carbonyl)-1H-imidazol-4-yl)benzoic acid